ClC1=CC(=C(C=C1C#N)NS(=O)(=O)C=1C=C(C(=O)OC)C=CC1C1CC1)OC1CC(C1)C methyl 3-(N-(4-chloro-5-cyano-2-(3-methylcyclobutoxy) phenyl) sulfamoyl)-4-cyclopropylbenzoate